C(C(=C)C)(=O)OC1CC23C4(CCC(C2C1)C4)O3 4-epoxytricyclo[5.2.1.02,6]decyl methacrylate